ClC=1C=C(C=C(C1)C)N(C(=O)C1OC(C(C(C1OC)N1N=NC(=C1)C1=CC(=C(C(=C1)F)F)F)O)CO)[C@@H]1[C@H](CCC1)O N-(3-chloro-5-methylphenyl)-5-hydroxy-N-((1S,2S)-2-hydroxycyclopentyl)-6-(hydroxymethyl)-3-methoxy-4-(4-(3,4,5-trifluorophenyl)-1H-1,2,3-triazol-1-yl)tetrahydro-2H-pyran-2-carboxamide